CC1=C(C(=CC(=C1)C)C)C(=O)P(C1=CC=CC=C1)(C1=CC=CC=C1)=O 2,4,6-trimethylbenzeneformyl-diphenyl-phosphine oxide